[N+](=O)([O-])C1=CC=C(OC(=O)O[C@H]2C[C@H](OC2)C2=CN=C(S2)NC(OC(C)(C)C)=O)C=C1 tert-butyl (5-((2S,4S)-4-(((4-nitrophenoxy)carbonyl)oxy)tetrahydrofuran-2-yl)thiazol-2-yl)carbamate